4-chloro-5-(difluoromethyl)-5-methyl-6,7-dihydro-5H-pyrrolo[2,3-d]pyrimidine ClC=1C2=C(N=CN1)NCC2(C)C(F)F